8-[(N,N-dimethylamino)methyl]-7-hydroxy-3-(4-methoxyphenyl)-2-methyl-4H-chromen-4-one CN(C)CC=1C(=CC=C2C(C(=C(OC12)C)C1=CC=C(C=C1)OC)=O)O